O[C@H]1C[C@@H](O[C@@H]1CO)N1C=2N=C(NC(C2N=C1)=O)NC(C(C)C)=O N-(9-((2R,4S,5R)-4-hydroxy-5-(hydroxymethyl)tetrahydrofuran-2-yl)-6-oxo-6,9-dihydro-1H-purin-2-yl)isobutyramide